Cl.NC1=NC(=C(C(=N1)N)O)CC 2,4-diamino-6-ethyl-5-hydroxypyrimidine hydrochloride